C1(CCC1)C1=NN=C(O1)C(=O)N1[C@@H](C2=C(CC1)NC=N2)C2=NN1C(C(=CC=C1)F)=C2 (S)-(5-cyclobutyl-1,3,4-oxadiazol-2-yl)(4-(4-fluoropyrazolo[1,5-a]pyridin-2-yl)-6,7-dihydro-1H-imidazo[4,5-c]pyridin-5(4H)-yl)methanone